2-Bromo-4-isopropylthieno[2,3-d]pyridazin-7(6H)-one BrC1=CC2=C(C(NN=C2C(C)C)=O)S1